2-((5-bromo-2-ethyl-7-methyl-2H-pyrazolo[4,3-b]pyridin-3-yl)(2,2-difluoroethyl)amino)-4-(4-fluorophenyl)thiazole-5-carbonitrile BrC=1C=C(C=2C(N1)=C(N(N2)CC)N(C=2SC(=C(N2)C2=CC=C(C=C2)F)C#N)CC(F)F)C